1,1,1,3,3,3-hexafluoro-2,2-bis(2,3-Dicarboxyphenyl)propane FC(C(C(F)(F)F)(C1=C(C(=CC=C1)C(=O)O)C(=O)O)C1=C(C(=CC=C1)C(=O)O)C(=O)O)(F)F